CC1=CC(=C(C=C1)NCCO)[N+](=O)[O-] 2-(4-Methyl-2-nitrophenylamino)ethanol